N-[(4S)-3,4-Dihydro-2H-chromen-4-yl]-7-fluoro-4-(3-fluoroazetidin-1-yl)-8-(2,3,5-trifluorophenyl)quinoline-3-carboxamide O1CC[C@@H](C2=CC=CC=C12)NC(=O)C=1C=NC2=C(C(=CC=C2C1N1CC(C1)F)F)C1=C(C(=CC(=C1)F)F)F